4-[[5-(Trifluoromethyl)pyrazin-2-yl]amino]cubane-1-carboxylic Acid FC(C=1N=CC(=NC1)NC12C3C4C5(C(C14)C2C53)C(=O)O)(F)F